5-[[(2S)-1-[3-[4-(5-Chloropyridin-2-yl)piperazin-1-yl]-3-oxopropoxy]butan-2-yl]amino]-4-(trifluoromethyl)-2,3-dihydropyridazin-3-one ClC=1C=CC(=NC1)N1CCN(CC1)C(CCOC[C@H](CC)NC1=C(C(NN=C1)=O)C(F)(F)F)=O